F[C@H]1C[C@@H](N(C1)C(=O)OCCCC)C=O butyl (2R,4S)-4-fluoro-2-formylpyrrolidine-1-carboxylate